ethylphosphine aluminum [Al].C(C)P